O=C1C(CC2(CCN(CC2)C(=O)OC(C)(C)C)CC1)C(=O)OC 3-(tert-butyl) 8-methyl 9-oxo-3-azaspiro[5.5]undecane-3,8-dicarboxylate